The molecule is an organic heteropentacyclic compound that is 2H-pyrano[3',4',5'',6'']-pterocarpene substituted by a hydroxy group at position 7, a methoxy group at position 5 and geminal methyl groups at position 2''. Isolated from the roots of Glycyrrhiza uralensis, it exhibits antibacterial activity. It has a role as a metabolite and an antibacterial agent. It is an organic heteropentacyclic compound, an ether and a member of phenols. CC1(C=CC2=C(O1)C=CC3=C2OC4=C3COC5=C4C(=CC(=C5)O)OC)C